C(C1=CC=CC=C1)(=O)NC=1C=2N=CN([C@H]3[C@H](OP(N(C(C)C)C(C)C)OCCC#N)[C@H](O[Si](C)(C)C(C)(C)C)[C@@H](COC(C4=CC=CC=C4)(C4=CC=C(C=C4)OC)C4=CC=C(C=C4)OC)O3)C2N=CN1 N-benzoyl-5'-O-[bis(4-methoxyphenyl)(phenyl)methyl]-3'-O-[tert-butyl(dimethyl)silyl]-2'-O-{(2-cyanoethoxy)[di(propan-2-yl)amino]phosphanyl}adenosine